N-benzyl-3-azabicyclo[3.1.0]hexane-3-carboxamide C(C1=CC=CC=C1)NC(=O)N1CC2CC2C1